CC1=C(C(=CC=C1)C)NC1=NN(C2=NC(=NC=C21)NC2=CC=CC=C2)CCC(C)O 4-(3-(2,6-dimethylphenylamino)-6-(phenylamino)-1H-pyrazolo[3,4-d]pyrimidin-1-yl)butan-2-ol